OC(C(=O)N1CC2(CC2)C[C@H]1C(=O)N[C@@H](C[C@H]1C(NCC1)=O)C(COC(F)(F)F)=O)(CC(C)C)C (6S)-5-(2-hydroxy-2,4-dimethylpentanoyl)-N-((S)-3-oxo-1-((S)-2-oxopyrrolidin-3-yl)-4-(trifluoromethoxy)butan-2-yl)-5-azaspiro[2.4]heptane-6-carboxamide